NC1=NC(N(C=C1)[C@H]1C([C@@H]2OP(OC[C@H]2O1)(=O)N[C@H](C(OCCC)OCCC)C)(F)F)=O 4-Amino-1-((4aR,6R,7aR)-2-(((S)-1,1-dipropoxypropane-2-yl)amino)-7,7-difluoro-2-oxidotetrahydro-4H-furo[3,2-d][1,3,2]dioxaphosphinin-6-yl)pyrimidin-2(1H)-one